C(N)(=N)C=1C=C(SC1)[C@@H](C)NC(=O)[C@H]1N(C[C@](C1)(COC)F)C(CNC(=O)C=1C=CC=2C(C3=CC=CC=C3C2C1)C)=O (2S,4R)-N-((R)-1-(4-carbamimidoylthiophen-2-yl)ethyl)-4-fluoro-4-(methoxymethyl)-1-((9-methyl-9H-fluorene-3-carbonyl)glycyl)pyrrolidine-2-carboxamide